tert-butyl 3-tert-butyl-3-hydroxypyrrolidine-1-carboxylate C(C)(C)(C)C1(CN(CC1)C(=O)OC(C)(C)C)O